FC(C12CC(C1)(C2)C(=O)O)F 3-(difluoromethyl)-bicyclo[1.1.1]pentane-1-carboxylic acid